FC1(CCC(CC1)N(C(=O)[C@H]1N(CCC1)S(=O)(=O)C1=CC=C(C)C=C1)CC1=CC2=C(C=N1)C=CO2)F (S)-N-(4,4-difluorocyclohexyl)-N-(furo[3,2-c]pyridin-6-ylmethyl)-1-tosylpyrrolidine-2-carboxamide